1-(2-cyano-5-(trifluoromethyl)phenyl)-3-(isoquinolin-4-yl)-2-oxoimidazolidine-4-carbonitrile C(#N)C1=C(C=C(C=C1)C(F)(F)F)N1C(N(C(C1)C#N)C1=CN=CC2=CC=CC=C12)=O